(R)-10-((4-oxoquinazolin-3(4H)-yl)methyl)-7-azaspiro[4.5]Decane O=C1N(C=NC2=CC=CC=C12)C[C@@H]1CCNCC12CCCC2